OC1(CCN(CC1)C(=O)OC(C)(C)C)CCOS(=O)(=O)C1=CC=C(C)C=C1 tert-butyl 4-hydroxy-4-(2-(tosyloxy)ethyl)piperidine-1-carboxylate